FC1=C(C(=CC(=C1)C1=C2N=C(C=NC2=CC=C1)C=1C=NN(C1)C1CCNCC1)F)CN1CCOCC1 4-[[2,6-difluoro-4-[3-(1-piperidin-4-ylpyrazol-4-yl)quinoxalin-5-yl]phenyl]methyl]morpholine